2-chloro-4-((1-(4-(6-(trifluoromethyl)pyridazin-3-yl)piperazine-1-carbonyl)phenyl)amino)benzonitrile ClC1=C(C#N)C=CC(=C1)NC1(CC=CC=C1)C(=O)N1CCN(CC1)C=1N=NC(=CC1)C(F)(F)F